COC1=CC=C(C(=N1)CCNC(OC(C)(C)C)=O)[N+](=O)[O-] tert-butyl (2-(6-methoxy-3-nitropyridin-2-yl) ethyl)-carbamate